OC1CN(CC1)C1C(CCC1)OC=1C=C2CN(C(C2=CC1)=O)C1C(NC(CC1)=O)=O 3-(5-((2-(3-hydroxypyrrolidin-1-yl)cyclopentyl)oxy)-1-oxoisoindolin-2-yl)piperidine-2,6-dione